methyl oleate (Methyl (9Z)-octadecenoate) CC(C(=O)O)=CCCCCCCCCCCCCCCC.C(CCCCCCC\C=C/CCCCCCCC)(=O)OC